2-((2'-methyl-[1,1'-biphenyl]-3-yl)amino)-N-(pyrimidin-5-yl)pyrimidine-4-carboxamide CC1=C(C=CC=C1)C1=CC(=CC=C1)NC1=NC=CC(=N1)C(=O)NC=1C=NC=NC1